N1=C(C=CC=C1)C([O-])=S pyridine-2-carbothioate